sodium 1-carboxylatoethylene C(=O)([O-])C=C.[Na+]